ClC1=CC(=NC(=C1O)Cl)C(=O)NC=1C=NN(C1C(NCC1=C(C=CC=C1)OC(F)(F)F)=O)C 4,6-dichloro-5-hydroxy-N-(1-methyl-5-((2-(trifluoromethoxy)benzyl)carbamoyl)-1H-pyrazol-4-yl)pyridinecarboxamide